ClC1=NC2=CC=CC=C2C(=N1)NCCCNC(OC(C)(C)C)=O tert-butyl (3-((2-chloroquinazolin-4-yl)amino)propyl)carbamate